The molecule is a member of the class of ureas that is 1H-imidazole-1-carboxamide substituted by a propyl and a 2-(2,4,6-trichlorophenoxy)ethyl group at the amino nitrogen atom. A fungicide active against a wide range of diseases affecting field crops, fruit, turf and vegetables. It has a role as a xenobiotic, an environmental contaminant, an EC 1.14.13.70 (sterol 14alpha-demethylase) inhibitor and an antifungal agrochemical. It is an aromatic ether, a trichlorobenzene, a member of ureas, a member of imidazoles, an amide fungicide, a conazole fungicide and an imidazole fungicide. CCCN(CCOC1=C(C=C(C=C1Cl)Cl)Cl)C(=O)N2C=CN=C2